C(CCCCCCCCCCCCCCCCC)NC(OC[C@]1(O[C@H](C[C@@H]1OC(C1=CC=CC=C1)(C1=CC=CC=C1)C1=CC=C(C=C1)OC)N1C2=NC(=NC(=C2N=C1)NC(C1=CC=CC=C1)(C1=CC=CC=C1)C1=CC=C(C=C1)OC)F)C#C)=O ((2R,3S,5R)-2-ethynyl-5-(2-fluoro-6-(((4-methoxyphenyl)diphenylmethyl)amino)-9H-purin-9-yl)-3-((4-methoxyphenyl)diphenylmethoxy)tetrahydrofuran-2-yl)methyl octadecylcarbamate